3-methylindazole CC1=NNC2=CC=CC=C12